6-(piperazine-1-carbonyl)-3,4-dihydronaphthalen-1(2H)-one hydrogen chloride Cl.N1(CCNCC1)C(=O)C=1C=C2CCCC(C2=CC1)=O